C(#N)C1=CC=C(C=C1)/C(/C(=O)OCC)=C\N(C)C ethyl (E)-2-(4-cyanophenyl)-3-(dimethylamino)acrylate